FC(CCC(=O)ON=C(C1=C(N=C2N(C1=O)C=CC(=C2)C)C(F)(F)F)N)(F)F [[amino-[8-methyl-4-oxo-2-(trifluoromethyl)-4H-pyrido[1,2-a]pyrimidin-3-yl]methylidene]amino] 4,4,4-trifluorobutanoate